3-[6-bromo-3-(5-methoxy-3-pyridyl)-2,4-dioxo-thieno[3,2-d]pyrimidin-1-yl]propanenitrile BrC1=CC=2N(C(N(C(C2S1)=O)C=1C=NC=C(C1)OC)=O)CCC#N